5-(morpholine-4-carbonyl)cyclohexane-1,3-dione N1(CCOCC1)C(=O)C1CC(CC(C1)=O)=O